strontium silicate [Si]([O-])([O-])([O-])[O-].[Sr+2].[Sr+2]